ethyl 3-(methylthio)-5-oxo-4,5-dihydro-1,2,4-triazine-6-carboxylate CSC1=NN=C(C(N1)=O)C(=O)OCC